The molecule is a hydrochloride obtained by combining palonosetron with one molar equivalent of hydrogen chloride; an antiemetic used in combination with netupitant (under the trade name Akynzeo) to treat nausea and vomiting in patients undergoing cancer chemotherapy. It has a role as an antiemetic and a serotonergic antagonist. It contains a palonosetron(1+). C1C[C@@H]2CN(C(=O)C3=CC=CC(=C23)C1)[C@@H]4CN5CCC4CC5.Cl